NC=1C=CC(=NC1)C(C(C)(C)C1=CC=C(C=C1)F)=O 1-(5-Aminopyridin-2-yl)-2-(4-fluorophenyl)-2-methylpropan-1-one